CC1(OC[C@@H]1OC1=NN(C=C1NC=1N=CC2=C(N1)N(C(=C2)C#N)C2CCOCC2)C([2H])([2H])[2H])C (S)-2-((3-((2,2-dimethyloxetan-3-yl)oxy)-1-(methyl-d3)-1H-pyrazol-4-yl)amino)-7-(tetrahydro-2H-pyran-4-yl)-7H-pyrrolo[2,3-d]pyrimidine-6-carbonitrile